chloroisoindolium diiodide [I-].[I-].ClC=1[NH2+]C=C2C=CC=CC12.ClC=1[NH2+]C=C2C=CC=CC12